ethyl 5-(hydroxymethylene)-3-methyl-4-oxo-1-((2-(trimethylsilyl) ethoxy) methyl)-1,4,5,6,7,8-hexahydrocyclohepta[b]pyrrole-2-carboxylate OC=C1C(C2=C(N(C(=C2C)C(=O)OCC)COCC[Si](C)(C)C)CCC1)=O